(4-Octyloxyphenyl)-diphenylsulfonium tetrakis-(3,5-bis-trifluoromethylphenyl)-borat FC(C=1C=C(C=C(C1)C(F)(F)F)[B-](C1=CC(=CC(=C1)C(F)(F)F)C(F)(F)F)(C1=CC(=CC(=C1)C(F)(F)F)C(F)(F)F)C1=CC(=CC(=C1)C(F)(F)F)C(F)(F)F)(F)F.C(CCCCCCC)OC1=CC=C(C=C1)[S+](C1=CC=CC=C1)C1=CC=CC=C1